ClC1=NC=C(C2=C1CCC2)CO (1-Chloro-6,7-dihydro-5H-cyclopenta[C]pyridin-4-yl)methanol